CC=1[C@H](C[C@H]([C@@H](C1)C=1C(=CC(=CC1O)C=1C=NC=C(C1)C(F)(F)F)O)C(=C)C)O (1'R,2'R,4'S)-5'-methyl-2'-(prop-1-en-2-yl)-4-(5-(trifluoromethyl)pyridin-3-yl)-1',2',3',4'-tetrahydro-[1,1'-biphenyl]-2,4',6-triol